C1(CC1)C1=CC2=C(N=C(N=C2)NC2=CC=C(C=C2)N2CCN(CC2)C)N1C1=CC=CC(=N1)CC(C)O (6-(6-cyclopropyl-2-((4-(4-methylpiperazin-1-yl)phenyl)amino)-7h-pyrrolo[2,3-d]pyrimidin-7-yl)pyridin-2-yl)propan-2-ol